CC=1N=CC(=NC1)C=O 5-methylpyrazinal